C(C)C=1C=C(C=CC1N1CCC(CC1)O)NC=1N=CC2=C(N1)CN(CC2)C2=C(C1=C(OCCN1C(=O)OC(C)(C)C)N=C2)C tert-butyl 7-(2-{[3-ethyl-4-(4-hydroxypiperidin-1-yl)phenyl]amino}-5H,6H,7H,8H-pyrido[3,4-d]pyrimidin-7-yl)-8-methyl-1H,2H,3H-pyrido[2,3-b][1,4]oxazine-1-carboxylate